CN1C[C@H]2NC=3C(O[C@H]2CC1)=C(C(=CC3)[N+](=O)[O-])C#N (4aS,10aR)-2-methyl-7-nitro-2,3,4,4a,10,10a-hexahydro-1H-benzo[b]pyrido[3,4-e][1,4]oxazine-6-carbonitrile